C(C)OC1=C(C(=O)O)C=C(C=C1)S(=O)(=O)N1CCN(CC1)C 2-ethoxy-5-(4-methylpiperazine-1-ylsulfonyl)benzoic acid